FC1=CC=C(C=C1)C1=NN2C(CN(CC2)C(C=C)=O)=C1C1=C2C(=NC=C1)NC=C2C 1-[2-(4-fluorophenyl)-3-(3-methyl-1H-pyrrolo[2,3-b]pyridin-4-yl)-6,7-dihydropyrazolo[1,5-a]pyrazin-5(4H)-yl]prop-2-en-1-one